3-(2-aminoethyl)aminoPropyl-trimethoxysilane NCCNCCC[Si](OC)(OC)OC